C(CCC)O[Si](OCCCC)(OCCCC)CCCOC(C=C)=O.C(C=C)(=O)OCCC[Si](OCC)(OCC)OCC triethoxysilylpropyl acrylate tributoxysilylpropyl-acrylate